methyl (E)-4-(2-(3-(2-((1-(2-(1-methyl-1H-pyrazol-4-yl)quinolin-4-yl)cyclopropyl) carbamoyl)phenyl) propanoyl)hydrazineyl)-4-oxobut-2-enoate CN1N=CC(=C1)C1=NC2=CC=CC=C2C(=C1)C1(CC1)NC(=O)C1=C(C=CC=C1)CCC(=O)NNC(/C=C/C(=O)OC)=O